N1=NC(=NC=C1)NC1=CC(=CN(C1=O)C)C1=C(C(=NC=C1)N1C(C=2N(C=3CCCCC3C2)CC1)=O)CO 2-(4-(5-(1,2,4-triazin-3-ylamino)-1-methyl-6-oxo-1,6-dihydropyridin-3-yl)-3-(hydroxymethyl)pyridin-2-yl)-3,4,6,7,8,9-hexahydropyrazino[1,2-a]indol-1(2H)-one